N,N-dimethyl-M-iodoaniline tert-butyl-4-[[1-[4-(2-bromo-4-ethoxycarbonyl-phenoxy)-2,6-dimethyl-phenyl]azetidin-3-yl]methyl]piperidine-1-carboxylate C(C)(C)(C)OC(=O)N1CCC(CC1)CC1CN(C1)C1=C(C=C(C=C1C)OC1=C(C=C(C=C1)C(=O)OCC)Br)C.CN(C1=CC(=CC=C1)I)C